C(C)(C)C1=C(C=CC=C1)N1C(SCC1=O)=NN=CC1=CC=C(C=C1)C1=NN(C(=N1)NC)C1=CC=C(C=C1)OC(F)(F)F 3-(2-isopropylphenyl)-2-[[4-[5-(methylamino)-1-[4-(trifluoromethoxy)phenyl]-1,2,4-triazol-3-yl]phenyl]methylenehydrazono]thiazolidin-4-on